CN1C(=NOC1=O)CC(=O)N1C(CCC1)C(=O)N 1-[2-(4-methyl-5-oxo-4,5-dihydro-1,2,4-oxadiazol-3-yl)acetyl]pyrrolidine-2-carboxamide